O-methyl-hydroxylamine HCl salt Cl.CON